C1=CC=C(C=C1)C(=O)OCCO 2-hydroxy ethyl benzoate